(S)-2-(1-(3-cyano-5-fluorophenyl)-1H-pyrazol-4-yl)-N-(5-cyclopropyl-1H-pyrazol-3-yl)propanamide C(#N)C=1C=C(C=C(C1)F)N1N=CC(=C1)[C@@H](C(=O)NC1=NNC(=C1)C1CC1)C